NC=1N=CC(=NC1OCC1=C(C(=CC=C1F)F)Cl)C1=CC=C(S1)C(=O)O 5-[5-amino-6-(2-chloro-3,6-difluoro-benzyloxy)-pyrazin-2-yl]-thiophene-2-carboxylic acid